FC1=C(C=CC=C1)N1N=NC(=C1C)C(=O)NC1=NC2=CC=CC=C2C=C1 1-(2-Fluorophenyl)-5-methyl-N-(chinolin-2-yl)-1H-1,2,3-triazol-4-carboxamid